tris(2-hydroxyethyl)propyl-ammonium hydroxide [OH-].OCC[N+](CCC)(CCO)CCO